(S)-1-benzylpyrrolidine-3-carbonyl chloride C(C1=CC=CC=C1)N1C[C@H](CC1)C(=O)Cl